C1(=CC=C(C=C1)N(C1=C(C=CC=C1)C1=CC=C(C=C1)C1=CC=CC=C1)C1=CC=C(C=C1)C=1C(=CC=C(C1)C1=CC2=CC=CC=C2C=C1)C1=CC=CC=C1)C1=CC=CC=C1 biphenyl-4-yl-(5'-naphthalene-2-yl-[1,1':2',1'']terphenyl-4-yl)-([1,1':4',1'']terphenyl-yl)amine